2-chloro-2'-methyl-6'-(1-methyltriazol-4-yl)spiro[4,5-dihydrothieno[2,3-c]pyran-7,4'-piperidine] hydrochloride salt Cl.ClC1=CC2=C(S1)C1(CC(NC(C1)C=1N=NN(C1)C)C)OCC2